BrC=1C=C(C2=C(C=C(O2)CNC(OC(C)(C)C)=O)C1)C(C)(C)C tert-Butyl (5-bromo-7-tert-butylbenzofuran-2-yl)methylcarbamate